N-(4-((3-(5-(4-((5-methyl-1H-pyrazol-3-yl)amino)quinazolin-2-yl)pyridin-2-yl)-3,6-diazabicyclo[3.1.1]heptan-6-yl)methyl)phenyl)methane-sulfonamide CC1=CC(=NN1)NC1=NC(=NC2=CC=CC=C12)C=1C=CC(=NC1)N1CC2N(C(C1)C2)CC2=CC=C(C=C2)NS(=O)(=O)C